N1C(CCCC1)=O Piperidin-2-one